C(C)(C)(C)C=1C=C(N(N1)C1=CC=CC=C1)NC(=O)NC1=C(C=C(C=C1)OC1=C2C(=NC=C1)NC(N2C)=O)F 1-(5-tert-butyl-2-phenyl-2H-pyrazol-3-yl)-3-[2-fluoro-4-(1-methyl-2-oxo-2,3-dihydro-1H-imidazo[4,5-b]pyridin-7-yloxy)phenyl]urea